C(C)(C)C=1C(=CC2=C(N(C(N2)=O)[C@@H]2CN(CCC2)CC(=O)N)C1)C=1C=C(C=2N(C1)N=CN2)OC (S)-2-(3-(6-Isopropyl-5-(8-methoxy-[1,2,4]triazolo[1,5-a]pyridin-6-yl)-2-oxo-2,3-dihydro-1H-benzo[d]imidazol-1-yl)piperidin-1-yl)acetamid